N-[(9H-fluoren-9-ylmethoxy)carbonyl]-L-isoleucine C1=CC=CC=2C3=CC=CC=C3C(C12)COC(=O)N[C@@H]([C@@H](C)CC)C(=O)O